COC1=C(C=CC(=C1)C#CCOCC1OC(OC1)=O)C#CCOCC1OC(OC1)=O ((((2-methoxy-1,4-phenylene)bis(prop-2-yne-3,1-diyl))bis(oxy))bis(methylene))bis(1,3-dioxolan-2-one)